1-[(4-{[(3aR,6aS)-octahydro-pyrrolo[3,4-c]pyrrol-2-yl]methyl}-2-methoxyphenyl)methyl]-N7-butyl-1H-pyrazolo[4,3-d]pyrimidine-5,7-diamine C1N(C[C@@H]2[C@H]1CNC2)CC2=CC(=C(C=C2)CN2N=CC=1N=C(N=C(C12)NCCCC)N)OC